FC(CN1N=C(C=C1)CC(=O)O)F [1-(2,2-difluoroethyl)pyrazol-3-yl]acetic acid